S(=O)(=O)(C)OS(=O)(=O)C dimesyl ether